3-chloro-pyrazine-2,6-diamine ClC=1C(=NC(=CN1)N)N